6-chloro-2-(1H-pyrazole-4-yl)quinoline ClC=1C=C2C=CC(=NC2=CC1)C=1C=NNC1